prolyl-sulfonamide N1[C@@H](CCC1)C(=O)S(=O)(=O)N